(Z)-N-(4-((4-chlorophenyl)thio)phenyl)-2-cyano-3-hydroxy-3-(5-methylisoxazol-4-yl)acrylamide ClC1=CC=C(C=C1)SC1=CC=C(C=C1)NC(\C(=C(\C=1C=NOC1C)/O)\C#N)=O